N,6-dimethyl-5-(4-((6-oxo-6,7,8,9-tetrahydro-5H-cyclopenta[c][1,5]naphthyridin-3-yl)methyl)piperazin-1-yl)picolinamide CNC(C1=NC(=C(C=C1)N1CCN(CC1)CC1=CN=C2C3=C(C(NC2=C1)=O)CCC3)C)=O